O=C1NC(CCC1N1C(C2=CC=C(C=C2C1)CN1CC(C(CC1)N1CCNCC1)(F)F)=O)=O 4-(1-((2-(2,6-Dioxopiperidin-3-yl)-1-oxoisoindoline-5-yl)methyl)-3,3-difluoropiperidin-4-yl)piperazine